N1(N=NC=C1)C[C@@H]1C[C@H](N(C1)C(CNC(=O)C=1C=CC=2SC3=CC=CC=C3OC2C1)=O)C(=O)N[C@H](C)C1=CC=2C=NC=CC2N1 (2S,4R)-4-((1H-1,2,3-triazol-1-yl)methyl)-N-((R)-1-(1H-pyrrolo[3,2-c]pyridin-2-yl)ethyl)-1-((phenoxathiine-3-carbonyl)glycyl)pyrrolidine-2-carboxamide